C(CCCCC)C(CC=1C=C(SC1C=1SC(=CC1)[Sn](C)(C)C)[Sn](C)(C)C)CCCCCCCC [4-(2-hexyldecyl)-5-[5-(trimethylstannyl)thiophen-2-yl]thiophen-2-yl]trimethylstannane